6-[7-(4-fluoro-2-methoxy-phenyl)-6-(trifluoromethylsulfonyloxy)thieno[3,2-c]pyridin-4-yl]-3,4-dihydro-1H-isoquinoline-2-carboxylic acid tert-butyl ester C(C)(C)(C)OC(=O)N1CC2=CC=C(C=C2CC1)C1=NC(=C(C2=C1C=CS2)C2=C(C=C(C=C2)F)OC)OS(=O)(=O)C(F)(F)F